rac-(1r,3r)-3-(((tert-butyldimethylsilyl)oxy)methyl)-2,2-difluorocyclopropane-1-carbaldehyde [Si](C)(C)(C(C)(C)C)OC[C@@H]1C([C@H]1C=O)(F)F |r|